[O-]S(=O)(=O)C(F)(F)F.CC(C(=O)O[NH3+])(C)C [(2,2-dimethylpropanoyl)oxy]azanium triflate